Tyrosyl (4-hydroxybenzoate) OC1=CC=C(C(=O)OC([C@@H](N)CC2=CC=C(C=C2)O)=O)C=C1